1,9-nonanediyl dipropiolate C(C#C)(=O)OCCCCCCCCCOC(C#C)=O